acryloyloxypropyl-monoethoxysilane C(C=C)(=O)OCCC[SiH2]OCC